phosphobetaine C[N+](C)(C)C(C(=O)[O-])P(=O)(O)O